N-(2-(cyclopentyloxy)ethyl)benzo[d]Thiazole-6-carboxamide C1(CCCC1)OCCNC(=O)C1=CC2=C(N=CS2)C=C1